Cl.Cl.CN1CCN(CC1)CCON=C1C(NC2=CC=CC=C12)=C1C(NC2=CC=CC=C12)=O (2-(4-methylpiperazin-1-yl)ethoximino)-[2,3'-biindolinylidene]-2'-one dihydrochloride